[N+](=O)([O-])C1=CC=C(C=C1)OS(N[C@@H](C(C)C1=C(C(=CC=C1F)C)C)C1=NNC(O1)=O)(=O)=O (4-nitrophenyl)N-[(1S)-2-(6-fluoro-2,3-dimethyl-phenyl)-1-(2-oxo-3H-1,3,4-oxadiazol-5-yl)propyl]sulfamate